3-(isoquinolin-4-yl)-2-oxo-1-(2-(trifluoromethyl)pyridin-4-yl)imidazolidine-4-carbonitrile C1=NC=C(C2=CC=CC=C12)N1C(N(CC1C#N)C1=CC(=NC=C1)C(F)(F)F)=O